(S)-7-(4-acryloylpiperazin-1-yl)-10-(4-fluorophenyl)-3-(methoxymethyl)-9-(trifluoromethyl)-2,3-dihydro-5H-[1,4]thiazino[2,3,4-ij]quinazolin-5-one C(C=C)(=O)N1CCN(CC1)C1=NC(N2C3=C(C(=C(C=C13)C(F)(F)F)C1=CC=C(C=C1)F)SC[C@@H]2COC)=O